C(C)ON[SiH3] Ethoxyaminosilane